(S)-phosphoramidate P([O-])([O-])(=O)N